2-(4-trifluoromethoxyphenoxy)-6,7-dihydropyrrolo[1,2-a]thiazolo[5,4-d]pyrimidine FC(OC1=CC=C(OC=2SC3=NC=4N(C=C3N2)CCC4)C=C1)(F)F